C(=O)(OC(C)(C)C)N1[C@H](CCC1=O)C(=O)[O-] Boc-D-pyroglutamate